(S)-tert-butyl 6-(2-(rac-(3S,4R)-3-methoxy-1-methylpiperidin-4-yl)benzo[d]thiazol-5-yl)-3-methyl-3,4-dihydropyridine-1(2H)-carboxylate CO[C@@H]1CN(CC[C@H]1C=1SC2=C(N1)C=C(C=C2)C2=CC[C@@H](CN2C(=O)OC(C)(C)C)C)C |&1:2,7|